CN1C2=C(C3=CC=CC=C13)C1=CC=CC=C1C2 N-methyl-5,6-dihydroindeno[2,1-b]indole